N-(2-FLUORO-4-(TRIFLUOROMETHOXY)PHENYL)-6-PROPOXY-[1,2,5]OXADIAZOLO[3,4-B]PYRAZIN-5-AMINE FC1=C(C=CC(=C1)OC(F)(F)F)NC1=NC=2C(N=C1OCCC)=NON2